benzyl (3s,5s)-3-((4'-((5-amino-6-fluoro-2-methylnaphthalen-1-yl) oxy)-[4,5'-bipyrimidin]-2-yl) amino)-5-fluoropiperidine-1-carboxylate NC1=C2C=CC(=C(C2=CC=C1F)OC1=NC=NC=C1C1=NC(=NC=C1)N[C@@H]1CN(C[C@H](C1)F)C(=O)OCC1=CC=CC=C1)C